OC(C(=O)OCC)C(CO)(C)C ethyl 2,4-dihydroxy-3,3-dimethylbutyrate